N-(4-amino-1H-pyrazolo[4,3-c]pyridin-7-yl)-2-oxo-2-[rac-(2R,5R)-5-ethyl-2-methyl-1-piperidyl]acetamide NC1=NC=C(C2=C1C=NN2)NC(C(N2[C@@H](CC[C@H](C2)CC)C)=O)=O |r|